[Cl-].C(C)[N+](CCC1=CC=C(C=C1)C=C)(CC)CC N,N,N-triethyl-N-2-(4-vinylphenyl)ethyl-ammonium chloride